ClC=1C(=NC=C(C1)C(F)(F)F)C(=O)NC(NC1=C(C=C(C=C1F)F)C(NCC)=O)=O 3-chloro-N-((2-(ethylcarbamoyl)-4,6-difluorophenyl)carbamoyl)-5-(trifluoromethyl)picolinamide